C(C)(C)(C)OC(=O)NCCOCCOCCCCCC(=O)OC methyl 6-[2-[2-(tert-butoxycarbonylamino)ethoxy]ethoxy]hexanoate